L-asparaginyl-L-prolyl-L-asparaginyl-L-lysyl-L-aspartyl-L-histidyl-L-tryptophanyl-L-prolyl-L-glutamyl-L-alanyl-L-asparaginyl-L-lysyl-L-valyl-glycinamide N[C@@H](CC(N)=O)C(=O)N1[C@@H](CCC1)C(=O)N[C@@H](CC(N)=O)C(=O)N[C@@H](CCCCN)C(=O)N[C@@H](CC(=O)O)C(=O)N[C@@H](CC1=CNC=N1)C(=O)N[C@@H](CC1=CNC2=CC=CC=C12)C(=O)N1[C@@H](CCC1)C(=O)N[C@@H](CCC(=O)O)C(=O)N[C@@H](C)C(=O)N[C@@H](CC(N)=O)C(=O)N[C@@H](CCCCN)C(=O)N[C@@H](C(C)C)C(=O)NCC(=O)N